sodium 2-bromoethanesulphonate BrCCS(=O)(=O)[O-].[Na+]